Cl.NOCCO 2-(aminooxy)ethane-1-ol hydrochloride